O[C@H](C(=O)OC)CC methyl 2(S)-hydroxybutyrate